O1C2=C(C(=C1)C=1C=C(SC1)C(CCC(=O)O)=O)SC=C2 4-(4-(thieno[3,2-b]furan-3-yl)thiophen-2-yl)-4-oxobutanoic acid